4'-(trifluoromethoxy)-1,1'-biphenyl FC(OC1=CC=C(C=C1)C1=CC=CC=C1)(F)F